(3R,4R)-1-(5,7-Difluoro-1-((5-fluoropyridin-2-yl)methyl)-1H-benzo[d]imidazol-2-yl)-4-fluoropiperidin-3-amin FC1=CC2=C(N(C(=N2)N2C[C@H]([C@@H](CC2)F)N)CC2=NC=C(C=C2)F)C(=C1)F